C1(=CC=CC=C1)S(=O)(=O)O.CN(C(CC1=CC=C(C=C1)C1=NC=CC=C1)=O)C=1SC(=C(N1)C)S(N)(=O)=O N-methyl-N-(4-methyl-5-sulfamoylthiazol-2-yl)-2-(4-(pyridin-2-yl)phenyl)acetamide Benzenesulfonate Salt